Cl.C1(=CC=CC=2CCCCC12)[C@H](C)N (S)-1-(5,6,7,8-tetrahydronaphthalen-1-yl)ethylamine hydrochloride